ClC1=C2C=NN(C2=CC=C1)CC=1C=C(N(N1)C1=NC=CC=C1Cl)C(=O)O 5-[(4-chloroindazol-1-yl)methyl]-2-(3-chloro-2-pyridinyl)pyrazole-3-carboxylic acid